2-amino-4-hydroxy-4-(trifluoromethyl)-4,5-dihydrothiophene-3-carboxylic acid methyl ester COC(=O)C1=C(SCC1(C(F)(F)F)O)N